ethyl 2-(3-(difluoromethyl)-5-oxo-3b,4,4a,5-tetrahydro-1H-cyclopropa[3,4]cyclopenta[1,2-c]pyrazol-1-yl)acetate FC(C=1C2=C(N(N1)CC(=O)OCC)C(C1C2C1)=O)F